OCCC([NH+](C)C)CCO bis[2-hydroxyethyl]trimethyl-ammonium